(Z)-2-(3-(4-chlorophenyl)-N'-((4-methoxyphenyl)sulfonyl)-4-phenyl-1,4,5,6-tetrahydropyridazine-1-carboximidamido)-3-methylbutanamide ClC1=CC=C(C=C1)C1=NN(CCC1C1=CC=CC=C1)\C(\NC(C(=O)N)C(C)C)=N/S(=O)(=O)C1=CC=C(C=C1)OC